FC1C=C2N=CC(=NC2=CC1F)CCC 6,7-difluoro-2-propyl-6,7-dihydroquinoxaline